COC=1C=CC(=NC1)NC(C=C)=O N-(5-methoxypyridin-2-yl)acrylamide